2-((4-(2-(diethylamino)ethoxy)phenyl)amino)-8-ethyl-6-phenylpyrido[2,3-d]pyrimidin-7(8H)-one C(C)N(CCOC1=CC=C(C=C1)NC=1N=CC2=C(N1)N(C(C(=C2)C2=CC=CC=C2)=O)CC)CC